(S)-methyl 2-((2S,4S)-1-((E)-3-(4-chloro-2-fluorophenyl)acryloyl)-4-phenylpyrrolidine-2-carboxamido)-3-((S)-2-oxopyrrolidin-3-yl)propanoate ClC1=CC(=C(C=C1)/C=C/C(=O)N1[C@@H](C[C@H](C1)C1=CC=CC=C1)C(=O)N[C@H](C(=O)OC)C[C@H]1C(NCC1)=O)F